N1(CCNCC1)C1=C(C=C(C=C1)C1CC(NC(C1)=O)=O)C(F)(F)F 4-(4-(piperazin-1-yl)-3-(trifluoromethyl)phenyl)piperidine-2,6-dione